ClC=1C=C2C(NC(=NC2=CC1Cl)NC1=CC(=CC(=C1)F)F)=O 6,7-dichloro-2-((3,5-difluorophenyl)amino)quinazolin-4(3H)-one